COC(CC=CCCCC=CCC=CCC)=O 3,8,11-tetradecatrienoic acid methyl ester